2-((((4aS,6S,7R,7aS)-7-Fluoro-6-(5-methyl-2,4-dioxo-3,4-dihydropyrimidin-1(2H)-yl)-2-oxidotetrahydro-4H-furo[3,2-d][1,3,2]dioxaphosphinin-2-yl)oxy)methyl)benzyl acetate C(C)(=O)OCC1=C(C=CC=C1)COP1(OC[C@H]2[C@H](O1)[C@H]([C@H](O2)N2C(NC(C(=C2)C)=O)=O)F)=O